monooctyltin thiodipropionate salt S(CCC(=O)[O-])CCC(=O)[O-].C(CCCCCCC)[Sn+3].S(CCC(=O)[O-])CCC(=O)[O-].S(CCC(=O)[O-])CCC(=O)[O-].C(CCCCCCC)[Sn+3]